NCCCCOC=1C=C(C=C(C1)CN(C(OC(C)(C)C)=O)CC1=NC=CC=C1)CN(C(OC(C)(C)C)=O)CC1=NC=CC=C1 Di-tert-butyl ((5-(4-aminobutoxy)-1,3-phenylene)bis(methylene))bis((pyridin-2-ylmethyl)carbamate)